BrC#C[Si](C(C)C)(C(C)C)C(C)C 2-bromoethynyl-(triisopropyl)silane